4-(4-(ethylamino)-2-methylpiperidin-1-yl)-N-(6-methoxy-2-methyl-2H-indazol-5-yl)-2-methyl-2H-indazole-7-carboxamide 2,2,2-trifluoroacetate FC(C(=O)O)(F)F.C(C)NC1CC(N(CC1)C=1C2=CN(N=C2C(=CC1)C(=O)NC1=CC2=CN(N=C2C=C1OC)C)C)C